2-phenyl-1,2,3-triazole C1(=CC=CC=C1)N1N=CC=N1